1-thia-3a-aza-3-indancarboxylic acid methyl ester COC(=O)C1CSC2=CC=CCN12